6-(4-chlorophenyl)-N-[(1RS)-1-cyclopropyl-2-hydroxyethyl]-2-(3-fluorophenyl)-3-oxo-2,3-dihydropyridazine-4-carboxamide ClC1=CC=C(C=C1)C=1C=C(C(N(N1)C1=CC(=CC=C1)F)=O)C(=O)N[C@@H](CO)C1CC1 |r|